4'-pentoxybiphenyl-4-amine C(CCCC)OC1=CC=C(C=C1)C1=CC=C(C=C1)N